2-((2-(trans-4-hydroxy-cis-4-methylcyclohexyl)-6-methoxy-2H-indazol-5-yl)carbamoyl)-6-cyclopropylaminopyridine 1-oxide OC1(CCC(CC1)N1N=C2C=C(C(=CC2=C1)NC(=O)C1=[N+](C(=CC=C1)NC1CC1)[O-])OC)C